(5-chloro-6-((3-methylisoxazol-5-yl)methoxy)-1H-indol-2-yl)methanamine ClC=1C=C2C=C(NC2=CC1OCC1=CC(=NO1)C)CN